C1(CC1)N1N=C2C(=NN(C(C2=C1)=O)C1(CC1)C(=O)O)C(C)C 1-(2-Cyclopropyl-7-isopropyl-4-oxo-2,4-dihydro-5H-pyrazolo[3,4-d]pyridazin-5-yl)cyclopropane-1-carboxylic acid